3-[1-[(4-methyl-1,2,4-triazol-3-yl)sulfanyl]ethyl]benzoic acid CN1C(=NN=C1)SC(C)C=1C=C(C(=O)O)C=CC1